magnesium (3Z)-6-(propoxymethoxy)-3-hexenyliodide C(CC)OCOCC\C=C/CCI.[Mg]